C(C)(C)(C)OC(=O)N(C1=CC(=NC=2N1N=CC2Cl)N[C@@H]2CN(CCC2)C(=O)OC(C)(C)C)CC2=CC=C(C=C2)C2=NC=CC=C2 tert-butyl (S)-3-((7-((tert-butoxycarbonyl)(4-(pyridin-2-yl)benzyl)amino)-3-chloropyrazolo[1,5-a]pyrimidin-5-yl)amino)piperidine-1-carboxylate